2-(5-bromo-1-((2-(trimethylsilyl)ethoxy)methyl)-1H-pyrrolo[2,3-b]pyridin-3-yl)-2-cyclopropylethan-1-ol BrC=1C=C2C(=NC1)N(C=C2C(CO)C2CC2)COCC[Si](C)(C)C